bis(2-pentylheptyl) 11-(2-(diethylamino)ethyl)-6,16-diisopropyl-7,15-dioxo-8,14-dioxa-6,11,16-triazahenicosanedioate C(C)N(CCN(CCOC(N(CCCCC(=O)OCC(CCCCC)CCCCC)C(C)C)=O)CCOC(N(CCCCC(=O)OCC(CCCCC)CCCCC)C(C)C)=O)CC